methyl 6-oxopyrane-3-carboxylate O=C1C=CC(=CO1)C(=O)OC